ClC=1C(N(C(=CC1OC([2H])([2H])C1=NC=C(C=C1F)F)C)C1=CC(=NC=C1C)C1=NC(=NC=C1)C(C(=O)NC)(C)C)=O (S)-2-(4-(3-chloro-4-((3,5-difluoropyridin-2-yl)methoxy-d2)-5',6-dimethyl-2-oxo-2H-[1,4'-bipyridin]-2'-yl)pyrimidin-2-yl)-N,2-dimethylpropionamide